2,5-di-tert-butylbenzene C(C)(C)(C)C1=CC=C(C=C1)C(C)(C)C